azidophosphorothioate P([O-])([O-])(=S)N=[N+]=[N-]